NCCCCCCN1CCCCCC1 N-(6-aminohexyl)-hexamethyleneimine